1-(5-(3-methoxyphenyl)-1H-indol-3-yl)-3-(4-(trifluoromethyl)phenyl)urea COC=1C=C(C=CC1)C=1C=C2C(=CNC2=CC1)NC(=O)NC1=CC=C(C=C1)C(F)(F)F